4-(1-(4-chlorophenyl)-7-fluoro-1H-indazol-3-yl)-1-((2-(methylamino)pyrimidin-4-yl)methyl)pyridin-2(1H)-one ClC1=CC=C(C=C1)N1N=C(C2=CC=CC(=C12)F)C1=CC(N(C=C1)CC1=NC(=NC=C1)NC)=O